C(CCCCCCCCC)N(C(C=C)=O)CCCCCCCCCC N,N-Didecyl-acrylamide